triphenyl-platinum C1(=CC=CC=C1)[Pt](C1=CC=CC=C1)C1=CC=CC=C1